C(C)(=O)NC=1SC(=C(N1)C)S(=O)(=O)N1CCN(CC1)C[C@H](C)NC1=NC=NC2=C(C=CC=C12)C(=O)N(C)C 4-{[(2S)-1-{4-[(2-acetamido-4-methyl-1,3-thiazol-5-yl)sulfonyl]piperazin-1-yl}propan-2-yl]amino}-N,N-dimethylquinazoline-8-carboxamide